N-(2,3-difluorophenyl)-2-oxo-4-[6-(trifluoromethyl)-3-pyridinyl]-3-pyrrolidinecarboxamide FC1=C(C=CC=C1F)NC(=O)C1C(NCC1C=1C=NC(=CC1)C(F)(F)F)=O